4-(N-methyl-N-(3-(2-(imidazol-1-yl)-acetamido)-4-methoxyphenyl)-amino)coumarin CN(C1=CC(=C(C=C1)OC)NC(CN1C=NC=C1)=O)C1=CC(OC2=CC=CC=C12)=O